ON=CC=1C=CC(=C(C(=O)O)C1)OC 5-((hydroxyimino)methyl)-2-methoxybenzoic acid